chloroacetyl-benzimidazole ClCC(=O)C=1NC2=C(N1)C=CC=C2